CC1=C(C=C2CC[C@]3(CN(CC3)C(C(C)C3=CC(=C(C(=C3)F)F)F)=O)NC2=N1)C1=NC=CC=N1 1-[(2S)-7-methyl-6-(pyrimidin-2-yl)-3,4-dihydro-1H-spiro[1,8-naphthyridine-2,3'-pyrrolidin]-1'-yl]-2-(3,4,5-trifluorophenyl)propan-1-one